6-(3-(6-(8-(Benzo[d]thiazol-2-ylcarbamoyl)-3,4-dihydroisoquinolin-2(1H)-yl)-2-(tert-butoxycarbonyl)pyridin-3-yl)-2-methylphenoxy)hexanoic acid S1C(=NC2=C1C=CC=C2)NC(=O)C=2C=CC=C1CCN(CC21)C2=CC=C(C(=N2)C(=O)OC(C)(C)C)C=2C(=C(OCCCCCC(=O)O)C=CC2)C